(tert-Butoxycarbonyl)(5-hydroxy-2,2-dimethylpentyl)carbamic acid tert-butyl ester C(C)(C)(C)OC(N(CC(CCCO)(C)C)C(=O)OC(C)(C)C)=O